3-(5-(azepan-4-yloxy)-1-oxoisoindolin-2-yl)piperidine-2,6-dione N1CCC(CCC1)OC=1C=C2CN(C(C2=CC1)=O)C1C(NC(CC1)=O)=O